C1(=CC=CC=C1)P(=O)(C1=CC=CC=C1)C=1C=C(C=CC1)B(O)O (3-(diphenylphosphoryl)phenyl)boronic acid